1H-benzimidazole-1,5,6-triamine N1(C=NC2=C1C=C(C(=C2)N)N)N